[4-(3-methoxyphenoxy)phenyl]boronic acid COC=1C=C(OC2=CC=C(C=C2)B(O)O)C=CC1